3-chloro-5-((1-((3-methoxypyrazin-2-yl)methyl)-6-oxo-4-(trifluoromethyl)-1,6-dihydropyrimidin-5-yl)oxy)benzonitrile ClC=1C=C(C#N)C=C(C1)OC1=C(N=CN(C1=O)CC1=NC=CN=C1OC)C(F)(F)F